ClC=1C(=C(OCC(=O)NC)C=C(C1CC1=C(C(=C(C=C1)O)C(C)C)F)Cl)F 2-(3,5-dichloro-2-fluoro-4-(2-fluoro-4-hydroxy-3-isopropylbenzyl)phenoxy)-N-methylacetamide